(1S,3S)-N1-(6-(aminomethyl)-3-bromo-6,7-dihydrospiro[cyclopenta[d]pyrazolo[1,5-a]pyrimidine-5,1'-cyclopentane]-8-yl)cyclopentane-1,3-diamine NCC1CC=2C(=NC=3N(C2N[C@@H]2C[C@H](CC2)N)N=CC3Br)C13CCCC3